BrC1=C(C=C(C(=O)N2CC=3N(CC2)C(N(C3C(=O)NCC3=C(C=C(C=C3)C#N)OC)C3=CC=C(C=C3)OCC(F)(F)F)=O)C=C1)Cl 7-(4-bromo-3-chloro-benzoyl)-N-[(4-cyano-2-methoxy-phenyl)methyl]-3-oxo-2-[4-(2,2,2-trifluoroethoxy)phenyl]-6,8-dihydro-5H-imidazo[1,5-a]pyrazine-1-carboxamide